methyl 2-((1-(2-(3-azabicyclo[3.1.0]hexan-3-yl)-3-ethyl-4-oxo-3,4-dihydroquinazolin-8-yl)ethyl)amino)benzoate C12CN(CC2C1)C1=NC2=C(C=CC=C2C(N1CC)=O)C(C)NC1=C(C(=O)OC)C=CC=C1